(P)-4-(6-chloro-8-fluoro-2-(((2R,7aS)-2-fluorotetrahydro-1H-pyrrolizin-7a(5H)-yl)methoxy)-4-(1,4-oxazepan-4-yl)quinazolin-7-yl)-5-ethynyl-6-fluoronaphthalen-2-ol ClC=1C=C2C(=NC(=NC2=C(C1C1=CC(=CC2=CC=C(C(=C12)C#C)F)O)F)OC[C@]12CCCN2C[C@@H](C1)F)N1CCOCCC1